2,3,5-Trimethoxybenzaldehyd COC1=C(C=O)C=C(C=C1OC)OC